tin antimony platinum nickel titanium [Ti].[Ni].[Pt].[Sb].[Sn]